N-(2-(diphenylphosphino)ethyl)-2-methyl-5,6,7,8-tetrahydroquinolin-8-amine C1(=CC=CC=C1)P(CCNC1CCCC=2C=CC(=NC12)C)C1=CC=CC=C1